bis-(methylcyclopentadienyl)-zirconium monochloride hydride [H-].[Cl-].CC1(C=CC=C1)[Zr+2]C1(C=CC=C1)C